[Cl-].[Cl-].C1(=CC=CC=C1)C(C1=CC=CC=C1)=[Zr+2](C1C=CC=C1)[C@@H]1C=CC2=CC=CC=C12 |r| rac-diphenylmethylene(1-indenyl)(cyclopentadienyl)zirconium dichloride